Cl.CN methylamine hydrochloride salt